N=C1N[C@@](CC(N1C)=O)(C=1C=CC2=C(C1)C=1C(=NC=C(C1)C#CC)O2)C (S)-2-Imino-3,6-dimethyl-6-(3-(prop-1-yn-1-yl)benzofuro[2,3-b]pyridin-6-yl)tetrahydropyrimidin-4(1H)-one